1-(4-((4-(4-cyano-2,6-difluorophenyl)piperazin-1-yl)methyl)-3-fluoropyridin-2-yl)-3-ethylurea C(#N)C1=CC(=C(C(=C1)F)N1CCN(CC1)CC1=C(C(=NC=C1)NC(=O)NCC)F)F